2-[[(2-hydroxyphenyl)methylene]amino]-1,3-propanediol OC1=C(C=CC=C1)C=NC(CO)CO